1-ethylimidazole copper trichloride [Cu](Cl)(Cl)Cl.C(C)N1C=NC=C1